C(CCC)[SiH](OC1=CC=CC=C1)OC Butylmethoxyphenyloxysilane